4-(3-aminopyridin-4-yl)-N-(5-chloro-6-(2H-1,2,3-triazol-2-yl)pyridin-3-yl)-2-fluoro-5-(tetrahydro-2H-pyran-4-yl)benzamide NC=1C=NC=CC1C1=CC(=C(C(=O)NC=2C=NC(=C(C2)Cl)N2N=CC=N2)C=C1C1CCOCC1)F